C(C1=CC=CC=C1)N1CCCC12CN(CC2)C=2C=NC(=CC2)[N+](=O)[O-] 1-benzyl-7-(6-nitro-3-pyridinyl)-1,7-diazaspiro[4.4]nonane